CC(C(C(N)(C)C)(C)C)(N)C tetramethyl-2,2-dimethyl-1,3-propanediamine